bis(1,2,2,6,6-pentamethyl piperidinyl) [[3,5-bis(1,1-dimethylethyl)-4-hydroxyphenyl]methyl]butylmalonate CC(C)(C)C=1C=C(C=C(C1O)C(C)(C)C)CC(C(=O)OC1C(N(C(CC1)(C)C)C)(C)C)(C(=O)OC1C(N(C(CC1)(C)C)C)(C)C)CCCC